Cl.N=1N2C(=CC1C=1C=C(C(=NC1)N)OCC1=C(C=CC=C1)F)[C@]1(CC2)CNCC1 |r| 5-[(rac)-5',6'-dihydrospiro[pyrrolidine-3,4'-pyrrolo[1,2-b]pyrazol]-2'-yl]-3-[(2-fluorophenyl)methoxy]pyridin-2-amine-hydrochloride salt